N1CC(C1)N1N=NC(=C1C)C=1C=C(C=2N(C1)N=CC2C#N)O[C@H](C)C2=NC=CC=C2 6-[1-(azetidin-3-yl)-5-methyl-triazol-4-yl]-4-[(1R)-1-(2-pyridyl)ethoxy]pyrazolo[1,5-a]pyridine-3-carbonitrile